ClC1=C(C(=CC=C1)F)N1CN(C2=NC(=NC=C2C1=O)S(=O)(=O)C)C 3-(2-chloro-6-fluorophenyl)-1-methyl-7-(methylsulfonyl)-2,3-dihydropyrimido[4,5-d]pyrimidine-4(1H)-one